ClCC(=O)N1CCC2(CCOC2)CC1 2-Chloro-1-(2-oxa-8-azaspiro[4.5]decan-8-yl)ethanone